2,7-dimethyl-2,4,6-octanetriene-1,8-dialdehyde CC(C=O)=CC=CC=C(C=O)C